(3-benzyloxy-4-bromo-2-nitro-phenyl)pyridin-3-amine C(C1=CC=CC=C1)OC=1C(=C(C=CC1Br)C1=NC=CC=C1N)[N+](=O)[O-]